2-methyl-N-(1H-pyrazol-4-yl)-5-((2-(trifluoromethyl)pyridin-3-yl)methoxy)benzofuran-3-carboxamide CC=1OC2=C(C1C(=O)NC=1C=NNC1)C=C(C=C2)OCC=2C(=NC=CC2)C(F)(F)F